COC=1C=C2C(=CNC2=CC1)CC([2H])([2H])N1CCOCC1 4-(2-(5-methoxy-1H-indol-3-yl)ethyl-1,1-d2)morpholine